(S)-2-(4,4-Difluorocyclohexyl)-2-((((5-methylisoxazol-3-yl)methoxy)carbonyl)amino)acetic acid FC1(CCC(CC1)[C@@H](C(=O)O)NC(=O)OCC1=NOC(=C1)C)F